ON(N(C(C)C)CCCN)N=O 3-(2-hydroxy-1-(methyl-ethyl)-2-nitrosohydrazino)-1-propylamine